6-methyl-N-(2-methyl-6-(trifluoromethyl)phenyl)-4-oxo-1-phenyl-1,4-dihydropyridazine-3-carboxamide CC1=CC(C(=NN1C1=CC=CC=C1)C(=O)NC1=C(C=CC=C1C(F)(F)F)C)=O